bis(3,4,6-trichloro-2-{[(2,3-dimethylphenyl) methoxy] carbonyl}phenyl)oxalate ClC=1C(=C(C(=CC1Cl)Cl)OC(C(=O)OC1=C(C(=C(C=C1Cl)Cl)Cl)C(=O)OCC1=C(C(=CC=C1)C)C)=O)C(=O)OCC1=C(C(=CC=C1)C)C